CN1C(OCC1)=O N-methyl-2-oxazolidinone